7-fluoro-6-(5-fluoropyrimidin-2-yl)-2-[(4S)-4-[[6-oxo-5-(trifluoromethyl)-1H-pyridazin-4-yl]amino]pentyl]isoquinolin-1-one FC1=C(C=C2C=CN(C(C2=C1)=O)CCC[C@H](C)NC=1C=NNC(C1C(F)(F)F)=O)C1=NC=C(C=N1)F